BrCCC1=NC=CC(=C1)C 2-bromo-1-(4-methylpyridin-2-yl)ethan